C1(CCCC1)C[Si](OC)(OC)CC1CC1 (cyclopentyl)methyl-(cyclopropyl)methyl-dimethoxysilane